(S)-2-((6-((4-cyano-2-fluorobenzyl)oxy)-2'-oxo-[2,4'-bipyridin]-1'(2'H)-yl)methyl)-3-(oxetan-2-ylmethyl)-3H-imidazo[4,5-b]pyridine-5-carboxylic acid C(#N)C1=CC(=C(COC2=CC=CC(=N2)C2=CC(N(C=C2)CC2=NC=3C(=NC(=CC3)C(=O)O)N2C[C@H]2OCC2)=O)C=C1)F